(3R)-N-{2,3-dimethoxy-6H,7H,8H-cyclopenta[b]1,5-naphthyridin-9-yl}-1-ethylpiperidin-3-amine COC=1N=C2C(=C3C(=NC2=CC1OC)CCC3)N[C@H]3CN(CCC3)CC